2-((1-methyl-1H-1,2,4-triazol-3-yl)methyl)-6-(2,4,5-trifluorobenzyl)-1,2,4-triazine-3,5(2H,4H)-dione CN1N=C(N=C1)CN1N=C(C(NC1=O)=O)CC1=C(C=C(C(=C1)F)F)F